(4-(2-aminopyrimidin-4-yl)-2-methylbenzyl)thiazole-5-carboxamide NC1=NC=CC(=N1)C1=CC(=C(CC=2SC(=CN2)C(=O)N)C=C1)C